NC1=C(C=CC(=C1F)NCC1=CC=C(C=C1)O)NC(CCCCCCCC(CF)F)=O N-(2-Amino-3-fluoro-4-((4-hydroxybenzyl)amino)phenyl)-9,10-difluorodecanamid